C[C@H]1CN([C@@]12CN(CC2)C=2C1=C(N=CN2)NC=C1)C(CC#N)=O 3-[(3S,4R)-3-methyl-6-(7H-pyrrolo[2,3-d]pyrimidin-4-yl)-1,6-diaza-spiro[3.4]octan-1-yl]-3-oxopropanenitrile